C(C)SCCCC#N 4-(ethylthio)butyronitrile